BrC1=CC=C(C=C1)/C=C/C(=O)C1OC2=C(C1O)C=CC=C2 (E)-3-(4-bromophenyl)-1-(3-hydroxy-2,3-dihydrobenzofuran-2-yl)prop-2-en-1-one